COC1=CC=C(C=C1)CN1C(C2=CC=C(C=C2C2(CC2)C1)C(=C)C)=O 2-(4-methoxyphenyl)methyl-6-prop-1-en-2-ylspiro[3H-isoquinoline-4,1'-cyclopropane]-1-one